N[C@@H]1[C@@H](CCCCC1)C1=C(C2=NC(=CC(=C2S1)NCC=1SC=CC1)Cl)Br 2-((1R,2S)-2-aminocycloheptyl)-3-bromo-5-chloro-N-(thiophen-2-ylmethyl)thieno[3,2-b]pyridin-7-amine